C(C(C)C)C(C#N)(C(C#N)(C)C)CC(C)C 2,2-Diisobutyl-3,3-dimethylsuccinonitrile